ClC1=CC(=CC(=N1)N1CCN(CC1)S(=O)(=O)C1=CC2=C(N3C(CO2)C(CC3=O)NC3CCNCC3)C=C1)C([C@H]1OCCOC1)(F)F |r| 7-[4-[6-Chloro-4-[difluoro-[rac-(2S)-1,4-dioxan-2-yl]methyl]-2-pyridyl]piperazin-1-yl]sulfonyl-3-(4-piperidylamino)-2,3,3a,4-tetrahydropyrrolo[2,1-c][1,4]benzoxazin-1-one